N-(2-ethylsulfonylamino-5-trifluoromethyl-3-pyridyl)cyclohexanamide C(C)S(=O)(=O)NC1=NC=C(C=C1NC(=O)C1CCCCC1)C(F)(F)F